(R)-N-((2-oxo-3-(4-(3-oxomorpholinyl)phenyl)oxazolidin-5-yl)methyl)benzenesulfonamide O=C1O[C@H](CN1C1=CC=C(C=C1)N1C(COCC1)=O)CNS(=O)(=O)C1=CC=CC=C1